COC(=O)C1(C(CC1)N1C(C2=CC=CC=C2C1=O)=O)O (1,3-dioxo-2,3-dihydro-1H-isoindol-2-yl)-1-hydroxycyclobutane-1-carboxylic acid methyl ester